C[C@@H]1N(CCCC1)C(=O)C=1N=C(SC1)C(=O)NC1COC1 (S)-4-(2-methylpiperidine-1-carbonyl)-N-(oxetan-3-yl)thiazole-2-carboxamide